isoquinolinenitrile C1(=NC=CC2=CC=CC=C12)C#N